ClC=1C(=C(C(=O)OC(C2=C(C(=CC=C2Cl)Cl)OC)=O)C(=CC1)Cl)OC 3,6-dichloro-2-methoxybenzoic anhydride